CN(C1CN(C1)C1=CC=C(C=N1)N1C=C(C(C2=CC(=CC=C12)F)=O)C(=O)O)C 1-[6-[3-(dimethylamino)azetidin-1-yl]pyridin-3-yl]-6-fluoro-4-oxoquinoline-3-carboxylic acid